N1=C(N=C(C2=CC=CC=C12)C1=CC=C2C=NC=NC2=C1)N [4,7'-biquinazolin]-2-amine